ClC1=C(C=CC(=C1)Cl)[C@H](CCO)O (S)-1-(2,4-dichlorophenyl)propane-1,3-diol